1-ethylhexyl 9-[3-[[2-[3,5-bis[3-[bis[9-(1-ethylhexoxy)-9-oxo-nonyl]amino]propylcarbamoyl] phenyl]acetyl]amino]propyl-[9-(1-ethylhexoxy)-9-oxo-nonyl]amino]nonanoate C(C)C(CCCCC)OC(CCCCCCCCN(CCCNC(=O)C=1C=C(C=C(C1)C(NCCCN(CCCCCCCCC(OC(CCCCC)CC)=O)CCCCCCCCC(OC(CCCCC)CC)=O)=O)CC(=O)NCCCN(CCCCCCCCC(=O)OC(CCCCC)CC)CCCCCCCCC(=O)OC(CCCCC)CC)CCCCCCCCC(OC(CCCCC)CC)=O)=O